3-((3-cyclopropylpyridin-2-yl)oxy)-N-(trans-1,4-dimethylpyrrolidin-3-yl)-2,2-dimethylpropionamide C1(CC1)C=1C(=NC=CC1)OCC(C(=O)N[C@@H]1CN(C[C@H]1C)C)(C)C